1-(6-nitro-3-pyridyl)piperidin-4-one [N+](=O)([O-])C1=CC=C(C=N1)N1CCC(CC1)=O